CCCCCCCCCCCCCCCC#C heptadecyne